BrC=1C=C(C(=C(C1)[N+](=O)[O-])OCC(=C)C)[C@H](C=C)C1=CC=CC=C1 |r| (+/-)-5-bromo-2-((2-methylallyl)oxy)-1-nitro-3-(1-phenylallyl)benzene